(3-fluoro-2-methoxy-5-(7-methoxy-6-(trifluoromethyl)imidazo[1,2-a]pyridin-3-yl)phenyl)-1-(2-hydroxyethyl)-1H-pyrazole-4-sulfonamide FC=1C(=C(C=C(C1)C1=CN=C2N1C=C(C(=C2)OC)C(F)(F)F)C2=NN(C=C2S(=O)(=O)N)CCO)OC